1-benzyl-3-methyl-5-(thiophen-2-yl)-1,2,3,6-tetrahydropyridine C(C1=CC=CC=C1)N1CC(C=C(C1)C=1SC=CC1)C